3-chloro-2,2,3,3-tetrafluoropropanol ClC(C(CO)(F)F)(F)F